FC1=CC2=C(C(OC(N2)=O)=O)C=C1 7-fluoro-1H-3,1-benzoxazine-2,4-dione